C(COCCOCCOCCOCCOCCOCC(=O)N)(=O)N 3,6,9,12,15,18-hexaoxaeicosanediamide